3-(1-(Quinolin-5-yl)ethoxy)propanoic acid trifluoroacetic acid salt FC(C(=O)O)(F)F.N1=CC=CC2=C(C=CC=C12)C(C)OCCC(=O)O